C[C@@]12CNC[C@H]2[C@@H]1C1=C(C=CC=C1)C (1R,5S,6R)-1-methyl-6-(o-tolyl)-3-azabicyclo[3.1.0]Hexane